β-hydroxy-n-butyric acid OC(CC(=O)O)C